Cl.C(C)(C)(C)OC(=O)N([C@H]1CN(CCC1)C1=CC=C(C=C1)C1(COC1)C(=O)O)CC1CCC1 3-[4-[(3R)-3-[tert-butoxycarbonyl(cyclobutylmethyl)amino]-1-piperidyl]phenyl]oxetane-3-carboxylic acid hydrochloride salt